FC=1C=C(C=C2CCN(CC12)[C@H]1CCC2(C1)CCCC2)C(=O)OC Methyl 8-fluoro-2-[(3S)-spiro[4.4]nonan-3-yl]-3,4-dihydro-1H-isoquinoline-6-carboxylate